5-(aminomethyl)-5-methyl-imidazolidine-2,4-dione hydrochloride Cl.NCC1(C(NC(N1)=O)=O)C